(rac)-(1x-r,5x-s,6x-r)-3-benzyl-1-methyl-6-(o-tolyl)-3-azabicyclo[3.1.0]hexane C(C1=CC=CC=C1)N1CC2(C(C2C1)C1=C(C=CC=C1)C)C